O=C1C2CN(CC1CC2)C2=CN(C(C=N2)CNC(=O)C2=CC=NN2)N2[C@@H](CN(CC2)C)C N-((6-(8-oxo-3-azabicyclo[3.2.1]oct-3-yl)-4-((R)-2,4-dimethylpiperazin-1-yl)pyrazin-3-yl)methyl)-1H-pyrazole-5-carboxamide